ClCC1=NC=CC(=C1)C 2-(chloromethyl)-4-methyl-pyridine